t-butylethyl oxalate C(C(=O)[O-])(=O)OC(C)C(C)(C)C